tert-butyl 8-(4-benzyloxycarbonyl-4-hydroxy-1-piperidyl)-2,3-dihydro-1,4-benzoxazine-4-carboxylate C(C1=CC=CC=C1)OC(=O)C1(CCN(CC1)C1=CC=CC=2N(CCOC21)C(=O)OC(C)(C)C)O